CC(C#C)OC1=CC=C2C(NN=C(C2=C1)CC=1C=CC(=C(C(=O)N2CCN(CC2)C2=NC=C(C#N)C=C2)C1)F)=O 6-(4-(5-((7-(but-3-yn-2-yloxy)-4-oxo-3,4-dihydrophthalazin-1-yl)methyl)-2-fluorobenzoyl)piperazin-1-yl)nicotinonitrile